N1(CCC1)C(=O)N1[C@H]([C@H]([C@H](C1)F)NS(=O)(=O)CC)CC=1C(=C(C=CC1)C1=CC(=CC=C1)C)F N-{(2S,3R,4S)-1-(azetidine-1-carbonyl)-4-fluoro-2-[(2-fluoro-3'-methyl[1,1'-biphenyl]-3-yl)methyl]pyrrolidin-3-yl}ethanesulfonamide